2,2'-(ethylenedioxy)bis(ethyl-(dimethyl)maleimide) C(OC=1C(=O)N(C(C1CCC)=O)C)COC=1C(=O)N(C(C1CCC)=O)C